C[C@@]1(CC[C@H]2C(=CC[C@@H]3[C@@]2(CCC[C@@]3(C)C(=O)O)C)C1)C=C The molecule is a diterpenoid, a carbotricyclic compound and a monocarboxylic acid. It is a conjugate acid of an isopimarate. It derives from a hydride of an isopimara-7,15-diene.